7-[[4-Fluoro-3-(7-morpholino-quinazolin-4-yl)-phenyl]hydroxy-methyl]-5H-thieno-[2,3-d]pyridazin-4-one FC1=C(C=C(C=C1)C(C1=NNC(C2=C1SC=C2)=O)O)C2=NC=NC1=CC(=CC=C21)N2CCOCC2